1,3,5-tris-[(tert-butylperoxy)-isopropyl]benzene C(C)(C)(C)OOC(C)(C)C1=CC(=CC(=C1)C(C)(C)OOC(C)(C)C)C(C)(C)OOC(C)(C)C